methyl 1-(3-(1-(tert-butoxy)-7-((2-((tert-butyldiphenylsilyl)oxy)ethyl)sulfonyl)-2,6,6-trimethyl-1-oxoheptan-2-yl)benzyl)cyclopropane-1-carboxylate C(C)(C)(C)OC(C(CCCC(CS(=O)(=O)CCO[Si](C1=CC=CC=C1)(C1=CC=CC=C1)C(C)(C)C)(C)C)(C)C=1C=C(CC2(CC2)C(=O)OC)C=CC1)=O